O(C=1C=C(C=CC1)I)C=1C=C(C=CC1)I 3,3'-oxybis(iodobenzene)